OC1=C(C=CC=C1O)C=CC1=CC=C(C=C1)OC 2,3-dihydroxy-4'-methoxystilbene